ClC1=CC=C(C2=CC=CC=C12)C1=CC=C(C2=CC=CC=C12)C1=CC=CC=C1 4-chloro-4'-phenyl-1,1'-binaphthalene